C1(=CC=CC=C1)C1=C(C(=NN=N1)C=1C(=C(C=CC1)C=1C(=CC=CC1)C1=CC=CC=C1)C1=C(C=CC=2C3=CC=CC=C3C3=CC=CC=C3C12)C)C1=CC=CC=C1 (diphenyl-triazinyl)(methyltriphenylenyl)terbenzene